N-(4-(chlorodifluoromethoxy)phenyl)-1-isopropyl-2-((N-methylacetamido)methyl)-7-(1H-pyrazol-5-yl)indoline-5-carboxamide ClC(OC1=CC=C(C=C1)NC(=O)C=1C=C2CC(N(C2=C(C1)C1=CC=NN1)C(C)C)CN(C(C)=O)C)(F)F